N-[2-(1-benzylpiperidin-4-yl)ethyl]-4-[3-chloro-5-(trifluoromethyl)pyridin-2-yl]piperazine-1-carboxamide C(C1=CC=CC=C1)N1CCC(CC1)CCNC(=O)N1CCN(CC1)C1=NC=C(C=C1Cl)C(F)(F)F